CN1C(NC2=C1C=CC(=C2)C(=O)NCC=2C=NC(=CC2)N(C2CCN(CC2)C)C)=O methyl-N-((6-(methyl-(1-methylpiperidin-4-yl)amino)pyridin-3-yl)methyl)-2-oxo-2,3-dihydro-1H-benzimidazole-5-carboxamide